(4'-amino-3,3'-dimethyl-[1,1'-biphenyl]-4-yl)-3-(2-bromoethoxy)propionamide NC1=C(C=C(C=C1)C1=CC(=C(C=C1)C(C(=O)N)COCCBr)C)C